3-(4-(trifluoromethoxy)phenyl)propionic acid FC(OC1=CC=C(C=C1)CCC(=O)O)(F)F